6-chloro-1-(4-fluoro-2-isopropylphenyl)-3-(2-methyl-6-oxo-1,6-dihydropyridin-3-yl)-2,3-dihydroquinazolin-4(1H)-one ClC=1C=C2C(N(CN(C2=CC1)C1=C(C=C(C=C1)F)C(C)C)C1=C(NC(C=C1)=O)C)=O